(4-(4-((2-amino-2,4-dimethylpentyl)oxy)-3-methylphenyl)pyridin-2-yl)carbamic acid methyl ester COC(NC1=NC=CC(=C1)C1=CC(=C(C=C1)OCC(CC(C)C)(C)N)C)=O